OC1(CC(CC=C1)(N)O)O 1,3-dihydroxy-3-aminophenol